N1=NN=NC=C1 e-tetrazine